N-(4-((2-(1,1-difluoroethyl)-2'-morpholino-[4,5'-bipyrimidin]-6-yl)amino)-5-methoxypyridin-2-yl)acetamide FC(C)(F)C1=NC(=CC(=N1)C=1C=NC(=NC1)N1CCOCC1)NC1=CC(=NC=C1OC)NC(C)=O